(1r,2s,5r)-2-[2-(2-isopropyl-5-methyl-cyclohexyloxy)ethoxy]-ethanol C(C)(C)[C@H]1[C@@H](C[C@@H](CC1)C)OCCOCCO